CN1C(N(CC1C1=CC=C(C=C1)C#CC1=CC=C(C=C1)CN1CCOCC1)CO)=O (3-methyl-4-(4-((4-(morpholinomethyl)phenyl)ethynyl)phenyl)-2-oxoimidazolin-1-yl)methanol